3'-fluoro-6'-(5-(5-fluoropyridin-2-yl)-1,2,4-oxadiazol-3-yl)-2'-methyl-[3,4'-bipyridine]-5-carbonitrile FC=1C(=NC(=CC1C=1C=NC=C(C1)C#N)C1=NOC(=N1)C1=NC=C(C=C1)F)C